NC1=NC=NN2C1=C(C=C2C=2C=NC(=C(C(=O)N[C@@H]1CN(C[C@@H]1F)C(=O)OCC(F)(F)F)C2)OC([2H])([2H])[2H])CC2CC(C2)(F)F 2,2,2-Trifluoroethyl (3R,4S)-3-(5-(4-amino-5-((3,3-difluorocyclobutyl)methyl)pyrrolo[2,1-f][1,2,4]triazin-7-yl)-2-(methoxy-d3)nicotinamido)-4-fluoropyrrolidine-1-carboxylate